C(C)(C)(C)C=1C=C(C=C(C1)C(C)(C)C)C1=C2C=C(CC2=CC=C1)C 4-(3',5'-di-t-butylphenyl)-2-methyl-1H-indene